phenyl dilauryl trithiophosphite P(SC1=CC=CC=C1)(SCCCCCCCCCCCC)SCCCCCCCCCCCC